7-(1-(4-(2-((2-(2,6-Dioxopiperidin-3-yl)-1,3-dioxoisoindolin-4-yl)oxy)acetamido)butyl)-1H-1,2,3-triazol-4-yl)-2-phenylimidazo[1,2-a]pyridin O=C1NC(CCC1N1C(C2=CC=CC(=C2C1=O)OCC(=O)NCCCCN1N=NC(=C1)C1=CC=2N(C=C1)C=C(N2)C2=CC=CC=C2)=O)=O